O1CCOC12CCN(CC2)C([C@@H](CC=2C=C1C=NNC1=CC2)NC(=O)N2CCC(CC2)N2C(NC1=C2C=CC=C1)=O)=O |r| (±)-4-(2-Oxo-2,3-dihydro-benzoimidazol-1-yl)-piperidine-1-carboxylic acid [2-(1,4-dioxa-8-aza-spiro[4.5]dec-8-yl)-1-(1H-indazol-5-ylmethyl)-2-oxo-ethyl]-amide